FC(C=1C=CC=2N(N1)C(=CN2)C2=CC(=NC=N2)N2C[C@H](CCC2)NS(=O)(=O)C)F (S)-N-(1-(6-(6-(Difluoromethyl)imidazo[1,2-b]pyridazin-3-yl)pyrimidin-4-yl)piperidin-3-yl)methanesulfonamide